FC(C(=O)OOC(C(C(C(C(C(C(F)(F)F)(F)F)(F)F)(F)F)(F)F)(F)F)=O)(C(C(C(C(C(F)(F)F)(F)F)(F)F)(F)F)(F)F)F Di(Perfluoroheptanoyl) Peroxide